ClC1=CC=C(C=C1)C=1N=C2N(C=CC=C2)C1CN1CC2COCC(C1)N2C(=O)C2=CC(=CC=C2)C(C)C (7-{[2-(4-chlorophenyl)imidazo[1,2-a]pyridin-3-yl]methyl}-3-oxa-7,9-diazabicyclo[3.3.1]non-9-yl)(3-isopropylphenyl)methanone